2-(3-(4-ethyl-1H-pyrazol-1-yl)-1-(2-((4-(4-methylpiperazine-1-carbonyl)phenyl)amino)-[1,2,4]triazolo[1,5-a]pyridin-8-yl)azetidin-3-yl)acetonitrile C(C)C=1C=NN(C1)C1(CN(C1)C=1C=2N(C=CC1)N=C(N2)NC2=CC=C(C=C2)C(=O)N2CCN(CC2)C)CC#N